FCC(NCCC[C@@H](C=1OC(=CN1)C1=CC=CC=C1)NC(C1=CC(=CC=C1)N1CCCC1)=O)=N (S)-N-(4-(2-Fluoroacetimidamido)-1-(5-phenyloxazol-2-yl)butyl)-3-(pyrrolidin-1-yl)benzamide